C(C=C)(=O)N1[C@@H](C[C@H](CC1)N1N=NC=2C(=NC=3C(=C(C(=CC3C21)Cl)C=2C(=C(C#N)C=CC2)C)F)N2CC(C2)N(C)C)CC#N 3-(1-((2S,4S)-1-acryloyl-2-(cyanomethyl)piperidin-4-yl)-8-chloro-4-(3-(dimethylamino)-azetidin-1-yl)-6-fluoro-1H-[1,2,3]triazolo[4,5-c]quinolin-7-yl)-2-methylbenzonitrile